CN(CCOC=1C=CC(=C(C(=O)NC2(CC2)C2=CC(=CC=C2)C2=CSC=C2)C1)C)C 5-(2-(Dimethylamino)ethoxy)-2-methyl-N-(1-(3-(thiophen-3-yl)phenyl)cyclopropyl)benzamide